[O-]CC.[O-]CC.[In+2] indium diethoxide